3-hexadienecarbaldehyde C=CC(=CCC)C=O